ClC1=NC=2CC3(CCC2C(=N1)Cl)CCCC1=CC=CC=C13 2',4'-dichloro-3,4,5',8'-tetrahydro-2H,6'H-spiro[naphthalene-1,7'-quinazoline]